ethyl 2-[4-[1-(2,6-dibenzyloxy-3-pyridyl)-3-methyl-2-oxo-benzimidazol-5-yl]-3-methyl-pyrazol-1-yl]acetate C(C1=CC=CC=C1)OC1=NC(=CC=C1N1C(N(C2=C1C=CC(=C2)C=2C(=NN(C2)CC(=O)OCC)C)C)=O)OCC2=CC=CC=C2